ClC=1C=C(C=CC1)CC(=O)NC1=CC(=C(C=C1)C1=CC=CC=C1)S(N)(=O)=O 2-(3-chlorophenyl)-N-(2-sulfamoylbiphenyl-4-yl)acetamide